S1C(=CC=C1)/C(=C/C(=O)[O-])/C(=O)[O-] thiol-maleate